(1R,4R)-5-(4-methoxyphenyl)-N-(4-(trifluoromethyl)phenyl)-2,5-diazabicyclo[2.2.1]heptane-2-carboxamide COC1=CC=C(C=C1)N1[C@H]2CN([C@@H](C1)C2)C(=O)NC2=CC=C(C=C2)C(F)(F)F